Cl.C1(CCCC1)[C@@H](C(=O)OCC1=CC(=NC(=C1)Cl)Cl)NC (2,6-Dichloropyridin-4-yl)methyl (S)-2-cyclopentyl-2-(methylamino)acetate hydrochloride